P(=O)(O)(O)CN(CC(=O)[O-])CC(=O)[O-].[Fe+3].P(=O)(O)(O)CN(CC(=O)[O-])CC(=O)[O-].P(=O)(O)(O)CN(CC(=O)[O-])CC(=O)[O-].[Fe+3] iron (III) N-(phosphonomethyl)iminodiacetate